O1[C@@H](COCC1)COC=1N2CCC3=C(C2=C(C(C1)=O)C)C=CC(=C3)N3[C@@H](CCC3)C 4-[[(2S)-1,4-dioxan-2-yl]methoxy]-1-methyl-9-[(2R)-2-methylpyrrolidin-1-yl]-6,7-dihydrobenzo[a]quinolizin-2-one